2-{ethyl-[3-(ethylamino)propyl]amino}-ethanesulfonic acid C(C)N(CCS(=O)(=O)O)CCCNCC